[Si](C)(C)(C(C)(C)C)O[C@H]([C@H](C(=O)N(C)OC)C)[C@@H](C\C=C\C=C\C)C (2r,3s,4r,6e,8e)-3-((tert-butyldimethylsilyl)oxy)-N-methoxy-N,2,4-trimethyldeca-6,8-dienamide